3-(trifluoromethyl)pyrrolidin FC(C1CNCC1)(F)F